N-{2-[3-cyano-4-(methoxymethyl)pyridin-2-yl]-5-(2,6-difluoro-4-methoxyphenyl)-1-methyl-3-oxo-2,3-dihydro-1H-pyrazol-4-yl}-4-(difluoromethoxy)benzamide C(#N)C=1C(=NC=CC1COC)N1N(C(=C(C1=O)NC(C1=CC=C(C=C1)OC(F)F)=O)C1=C(C=C(C=C1F)OC)F)C